N-[6-[1-(2-amino-2-oxo-ethoxy)-1-methyl-ethyl]-2-[4-(hydroxymethyl)cyclohexyl]indazol-5-yl]-6-(trifluoromethyl)pyridine-2-carboxamide NC(COC(C)(C)C=1C(=CC2=CN(N=C2C1)C1CCC(CC1)CO)NC(=O)C1=NC(=CC=C1)C(F)(F)F)=O